N-[2-(diisopropylamino)ethyl]-4-(1H-pyrrolo[3,2-c]pyridin-4-yl)benzamide C(C)(C)N(CCNC(C1=CC=C(C=C1)C1=NC=CC2=C1C=CN2)=O)C(C)C